BrC1=CC=C(OC[C@@H]2COC[C@](O2)(C)CCO)C=C1 2-((2s,6s)-6-((4-bromophenoxy)methyl)-2-methyl-1,4-dioxan-2-yl)ethan-1-ol